2-(6'-bromo-4,4''-dibutyl-[1,1':2',1''-terphenyl]-3'-yl)-2,3-dihydro-1H-naphtho[1,8-de][1,3,2]diazaborinine BrC=1C=CC(=C(C1C1=CC=C(C=C1)CCCC)C1=CC=C(C=C1)CCCC)B1NC=2C3=C(N1)C=CC=C3C=CC2